(4R)-N3-(1,3-benzodioxol-5-ylmethyl)-N4-[[3-(trifluoromethyl)phenyl]-methyl]pyrrolidine-3,4-dicarboxamide O1COC2=C1C=CC(=C2)CNC(=O)C2CNC[C@@H]2C(=O)NCC2=CC(=CC=C2)C(F)(F)F